2-(1H-imidazol-1-yl)-N-((1r,4r)-4-methoxycyclohexyl)-6-(2-(trifluoromethyl)pyridin-4-yl)pyrimidine-4-carboxamide N1(C=NC=C1)C1=NC(=CC(=N1)C(=O)NC1CCC(CC1)OC)C1=CC(=NC=C1)C(F)(F)F